2-chloro-5-methoxy-6-methyl-N-(6-morpholinylbenzothiazol-2-yl)-4,4'-bipyridine-3-carboxamide ClC1=NC(=C(C(=C1C(=O)NC=1SC2=C(N1)C=CC(=C2)N2CCOCC2)C2=CC=NC=C2)OC)C